Benzyl (3S,4S)-3-((tert-butoxycarbonyl)amino)-4-methoxypyrrolidine-1-carboxylate C(C)(C)(C)OC(=O)N[C@H]1CN(C[C@@H]1OC)C(=O)OCC1=CC=CC=C1